7-(2,2-dimethoxy-ethyl)-5-iodo-7H-pyrrolo[2,3-d]pyrimidin-4-amine COC(CN1C=C(C2=C1N=CN=C2N)I)OC